4-bromo-N-(4-(chlorodifluoromethoxy)phenyl)-2-(difluoromethyl)-1-methyl-1H-benzo[d]imidazole-6-carboxamide BrC1=CC(=CC=2N(C(=NC21)C(F)F)C)C(=O)NC2=CC=C(C=C2)OC(F)(F)Cl